3-methyl-1-(tetrahydro-2H-pyran-2-yl)-5-(4,4,5,5-tetramethyl-1,3,2-dioxaborolan-2-yl)-1H-pyrazole CC1=NN(C(=C1)B1OC(C(O1)(C)C)(C)C)C1OCCCC1